NC=1C(=C(CNC(=O)NC)C=CC1)NC(=S)NC(COC)(C)C1=CC(=C(C=C1)F)Cl 1-(3-amino-2-(3-(2-(3-chloro-4-fluorophenyl)-1-methoxypropan-2-yl)thioureido)benzyl)-3-methylurea